BrC1=CC(=C2N(C1=O)C1(NC2=O)CCC2(CC1)C(C2)(F)F)C 6''-bromo-2,2-difluoro-8''-methyl-2''H-dispiro[cyclopropane-1,1'-cyclohexane-4',3''-imidazo[1,5-a]pyridine]-1'',5''-dione